2-(3-(2,4,5-trifluorobenzyl)-4-(6-chloro-2-methyl-2H-indazol-5-ylamino)-2,3-dihydro-2,6-dioxopyrimidin-1(6H)-yl)-N-((1-methylpyrrolidin-2-yl)methyl)acetamide FC1=C(CN2C(N(C(C=C2NC2=CC3=CN(N=C3C=C2Cl)C)=O)CC(=O)NCC2N(CCC2)C)=O)C=C(C(=C1)F)F